CN1N=C(C(=C1C)C1=NC=2C(=NC=CC2C=2C=CC3=C(CCCC[C@@H]3NC(=O)C3=NC(=NO3)C(C)(C)C)C2)N1)C 3-tert-Butyl-[1,2,4]oxadiazole-5-carboxylic acid {(S)-2-[2-(1,3,5-trimethyl-1H-pyrazol-4-yl)-3H-imidazo[4,5-b]pyridin-7-yl]-6,7,8,9-tetrahydro-5H-benzocyclohepten-5-yl}-amide